CN1C[C@@H]2[C@H](C1)CC(C2)NC=2C(=CNC(C2)=O)C(=O)N 4-(((3ar,5s,6as)-2-methyl-octahydrocyclopenta[c]pyrrol-5-yl)amino)-6-oxo-1,6-dihydropyridine-3-carboxamide